N(=[N+]=[N-])C(OCCOCCN)COCCOCCOCC 7-azido-3,6,9,12,15-pentaoxaheptadecan-1-amine